ClC1=CC=2C(=NC(=C(N2)NN)N2CC(C2)N(C(OC(C)(C)C)=O)C)N=C1 tert-Butyl (1-(7-chloro-2-hydrazinylpyrido[2,3-b]pyrazin-3-yl)azetidin-3-yl)(methyl)carbamate